tert-butyl 4-(4-((4-amino-2-butyl-1H-imidazo[4,5-d]thieno[3,2-b]pyridin-1-yl)methyl)benzyl)piperazine-1-carboxylate NC1=C2C(=C3C(=N1)C=CS3)N(C(=N2)CCCC)CC2=CC=C(CN3CCN(CC3)C(=O)OC(C)(C)C)C=C2